FC(C1=CC(=NC=C1)N1C[C@H](CCC1)CN1C[C@@H](C([C@@H](C1)O)O)O)(F)F (3S,4R,5R)-1-(((R)-1-(4-(trifluoromethyl)pyridin-2-yl)piperidin-3-yl)methyl)piperidine-3,4,5-triol